C1(CC1)C(CN1N=CC2=NC=C(C=C21)C2=CC(=CC(=C2)F)F)=O 1-Cyclopropyl-2-[6-(3,5-difluorophenyl)pyrazolo[4,3-b]pyridin-1-yl]ethanone